2,6-di-tert-butylhydroxybenzene CC(C)(C)C1=C(C(=CC=C1)C(C)(C)C)O